(S)-N'-(4-fluoro-2,6-diisopropylphenylcarbamoyl)-4-(2-hydroxypropan-2-yl)-5-methylfuran-2-sulfonimidamide FC1=CC(=C(C(=C1)C(C)C)NC(=O)N=[S@@](=O)(N)C=1OC(=C(C1)C(C)(C)O)C)C(C)C